N[C@H](C(=O)N1[C@@H]([C@H]2C([C@H]2C1)(C)C)C(=O)N[C@@H](CC1C(NC(C1)([2H])[2H])=O)C#N)C(C)(C)C (1R,2S,5S)-3-((S)-2-amino-3,3-dimethylbutyryl)-N-((1S)-1-cyano-2-(2-oxopyrrolidin-3-yl-5,5-d2)ethyl)-6,6-dimethyl-3-azabicyclo[3.1.0]hexane-2-carboxamide